COCC=1C2=CC=CC=C2C(=C2C=CC=CC12)COC 9,10-dimethoxymethylanthracene